2-(4-((4-Ethylpyridin-3-yl)(6-(trifluoromethyl)pyridin-3-yl)amino)piperidin-1-yl)pyrimidine-5-carbonitrile C(C)C1=C(C=NC=C1)N(C1CCN(CC1)C1=NC=C(C=N1)C#N)C=1C=NC(=CC1)C(F)(F)F